N-(4-(4-(6-methyl-2-(pyrrolidin-1-yl)pyrimidin-4-yl)-1H-pyrazole-1-yl)-3-(6-azaspiro[2.5]octane-6-yl)phenyl)-2-hydroxyethane-1-sulfonamide CC1=CC(=NC(=N1)N1CCCC1)C=1C=NN(C1)C1=C(C=C(C=C1)NS(=O)(=O)CCO)N1CCC2(CC2)CC1